C(CCC\C=C/C\C=C/C\C=C/C\C=C/C\C=C/CC)O[C@@H](C(=O)N[C@H](C)C1=CC=CC=C1)CC (R)-2-(((5Z,8Z,11Z,14Z,17Z)-icosa-5,8,11,14,17-pentaen-1-yl)oxy)-N-((R)-1-phenylethyl)butanamide